ClC=1N=C2N(N=CC(=C2C(C)C)NC(=O)NC2=CC(=NN2C)C(F)F)C1 N-(2-chloro-8-(propan-2-yl)imidazo[1,2-b]pyridazin-7-yl)-N'-(3-(difluoromethyl)-1-methyl-1H-pyrazol-5-yl)urea